O.OC1C(CCC(C1O)O)C(=O)O 2,3,4-trihydroxycyclohexane-1-carboxylic acid hydrate